C[Mn](C1C=CC=C1)(C)(C)C tetramethylcyclopentadienyl-manganese